N-(5-amino-3-methoxy-pyrazin-2-ylmethyl)-4-fluoro-benzamide NC=1N=C(C(=NC1)CNC(C1=CC=C(C=C1)F)=O)OC